C12=CCC2CC1 bicyclo[2.2.0]-hexene